3-(2,5-diformyl-4-hydroxyphenoxy)propane-1-sulfonic acid C(=O)C1=C(OCCCS(=O)(=O)O)C=C(C(=C1)O)C=O